1-Decen-4-yne C=CCC#CCCCCC